N-[(2-methyl-4-pyrimidinyl)methyl]-4-(1,7-diaza-7-spiro[4.4]nonyl)-5-(3,5-difluorophenyl)nicotinamide CC1=NC=CC(=N1)CNC(C1=CN=CC(=C1N1CC2(CCCN2)CC1)C1=CC(=CC(=C1)F)F)=O